p-phenyleneDicarboxylic acid C1(=CC=C(C=C1)C(=O)O)C(=O)O